C[C@@H]1CC[C@H](CN1C(=O)C1=C(C=CC=C1)N1N=CC=N1)C#CC1=CC=C(C=N1)CO (6-{[(3S,6R)-6-methyl-1-{[2-(2H-1,2,3-triazol-2-yl)phenyl]carbonyl}piperidin-3-yl]ethynyl}pyridin-3-yl)methanol